(4-(tert-butoxycarbonyl)-2,3,4,5-tetrahydrobenzo[f][1,4]oxazepine-7-Yl)boronic acid C(C)(C)(C)OC(=O)N1CCOC2=C(C1)C=C(C=C2)B(O)O